3-((8-methoxy-2-(6-methoxypyridin-3-yl)-2,3-dihydrobenzo[b][1,4]dioxin-6-yl)methyl)-N,N-dimethyl-3H-imidazo[4,5-b]pyridin-6-amine COC1=CC(=CC2=C1OC(CO2)C=2C=NC(=CC2)OC)CN2C=NC=1C2=NC=C(C1)N(C)C